S1C(=CC=C1)S\C(=C\C1=CC=CC=C1)\C1=CC=CC=C1 (E)-(1,2-diphenylvinyl) (2-thienyl) sulfide